1,3-bis-(3,4-dichlorophenyl)urea ClC=1C=C(C=CC1Cl)NC(=O)NC1=CC(=C(C=C1)Cl)Cl